(3,4,5-trimethyleneheptane-1,7-diyl)bis(thiomorpholine) C=C(CCN1CCSCC1)C(C(CCN1CCSCC1)=C)=C